ClC=1C=CC(=C(C1)C1=CC(N(C=C1OC)C(C(=O)O)CCOC)=O)C1=NOC=C1 2-{4-[5-chloro-2-(1,2-oxazol-3-yl)phenyl]-5-methoxy-2-oxopyridin-1(2H)-yl}-4-methoxybutyric acid